C[Si](CCOCN)(C)C [2-(trimethyl-silyl)ethoxy]methyl-amine